3-Hexyne-1,6-diamine C(CC#CCCN)N